methyl 1-benzyl-7-(naphthalen-1-ylmethyl)-5-oxo-8-(3-(trifluoromethyl)phenyl)-1,2,3,5-tetrahydroimidazo[1,2-a]pyridine-3-carboxylate C(C1=CC=CC=C1)N1CC(N2C1=C(C(=CC2=O)CC2=CC=CC1=CC=CC=C21)C2=CC(=CC=C2)C(F)(F)F)C(=O)OC